BrC=1C=C(C=CC1)C(C1=NN=CN1C)C1CCC1 3-[(3-bromophenyl)-cyclobutyl-methyl]-4-methyl-1,2,4-triazole